2-bromo-4,5-dimethoxybenzyl bromide BrC1=C(CBr)C=C(C(=C1)OC)OC